CN(C)CC=1C(=NN(C1)C1=NC(=NC=C1)NC=1C(=CC(=C(C1)NC(C=C)=O)N1CCOCC1)OC)C1=CC=CC=C1 N-(5-(4-(4-((dimethylamino)methyl)-3-phenyl-1H-pyrazol-1-yl)pyrimidin-2-ylamino)-4-methoxy-2-morpholinylphenyl)acrylamide